methyl Z-vinyl ether C(=C)OC